(R)-6-bromo-2-methyl-N-(1-(3-nitro-5-(trifluoromethyl)phenyl)ethyl)imidazo[1',2':1,6]pyrido[2,3-d]pyrimidin-4-amine BrC1=CC2=C(N=C(N=C2N[C@H](C)C2=CC(=CC(=C2)C(F)(F)F)[N+](=O)[O-])C)N2C1=NC=C2